COCC1=NC=CC=C1 2-(methoxy-methyl)pyridin